F[C@H]1CN(CC[C@H]1OC)C1=NC=CC=N1 2-((3S,4R)-3-fluoro-4-methoxypiperidin-1-yl)pyrimidin